4-Cyclopenten-1,3-diol C1(CC(C=C1)O)O